(R)-4-chloro-5-(3-((4-(3,5-dimethyl-1-(oxetan-3-yl)-1H-pyrazol-4-yl)pyridin-2-yl)oxy)pyrrolidin-1-yl)pyridazin-3(2H)-one ClC=1C(NN=CC1N1C[C@@H](CC1)OC1=NC=CC(=C1)C=1C(=NN(C1C)C1COC1)C)=O